3-(3-((1-(3,4-dichlorophenyl)-4,5-dihydro-1H-pyrazol-3-yl)amino)-3-oxopropoxy)propanoic acid ClC=1C=C(C=CC1Cl)N1N=C(CC1)NC(CCOCCC(=O)O)=O